C(C)N1C(=NC2=C1C=C(C=C2)C#N)N2C=NC1=C2C=C(C(=C1)F)F 1'-ethyl-5,6-difluoro-1'H-[1,2'-bibenzo[d]imidazole]-6'-carbonitrile